CC1(OB(OC1(C)C)C=1C=NN(C1)CC1(CCCCC1)C(F)(F)F)C 4-(4,4,5,5-tetramethyl-1,3,2-dioxaborolan-2-yl)-1-((1-(trifluoromethyl)cyclohexyl)methyl)-1H-pyrazole